2-(4-(5-ethylpyrimidin-2-yl)piperazin-1-yl)-5-(4-(methylsulfonyl)phenyl)thiazolo[5,4-b]pyridin C(C)C=1C=NC(=NC1)N1CCN(CC1)C=1SC2=NC(=CC=C2N1)C1=CC=C(C=C1)S(=O)(=O)C